[Si](C1=CC=CC=C1)(C1=CC=CC=C1)(C(C)(C)C)OC(CCCCCCCC(=O)O)CCCCCCCC(=O)OC(CCCCCCCC)CCCCCCCC 9-((tert-butyldiphenylsilyl)oxy)-17-(heptadecan-9-yloxy)-17-oxoheptadecanoic acid